5-(1-(3,3-difluorocyclobutyl)-2-methyl-1H-imidazo[4,5-b]pyridin-6-yl)-N-isopropylpyrrolo[2,1-f][1,2,4]triazin-2-amine FC1(CC(C1)N1C(=NC2=NC=C(C=C21)C=2C=CN1N=C(N=CC12)NC(C)C)C)F